Fmoc-D-Norvaline C(=O)(OCC1C2=CC=CC=C2C2=CC=CC=C12)N[C@H](CCC)C(=O)O